N-(cyclopropylmethyl)-7-methoxy-6-{3-[3-(trifluoromethoxy)pyrrolidin-1-yl]propoxy}-1H,2H,3H-cyclopenta[b]quinolin-9-amine C1(CC1)CNC1=C2C(=NC=3C=C(C(=CC13)OC)OCCCN1CC(CC1)OC(F)(F)F)CCC2